3,4-difluoro-2-hydroxyaniline FC=1C(=C(N)C=CC1F)O